(S)-(1-fluorocyclopropyl)(6-(4-(2-hydroxyphenyl)piperidin-1-yl)-2-azaspiro[3.4]oct-2-yl)methanone FC1(CC1)C(=O)N1CC2(C1)C[C@H](CC2)N2CCC(CC2)C2=C(C=CC=C2)O